ClC=1C=C2C=C(NC2=CC1)CNC(N(C1CN(CCC1)C(=O)C1=CN=C2N1C=C(C=N2)C)C)=O 3-[(5-chloro-1H-indol-2-yl)methyl]-1-methyl-1-(1-{6-methylimidazo[1,2-a]pyrimidine-3-carbonyl}piperidin-3-yl)urea